OC(CN(CCCC(=O)OCCN1CCN(CC1)CCSSCCCCN(CC(CCCCCC\C=C/C\C=C/CCCCC)O)CC(CCCCCC\C=C/C\C=C/CCCCC)O)CC(CCCCCC\C=C/C\C=C/CCCCC)O)CCCCCC\C=C/C\C=C/CCCCC 2-(4-(2-((4-(Bis((9Z,12Z)-2-hydroxyoctadeca-9,12-dien-1-yl)amino)butyl)disulfaneyl)ethyl)piperazin-1-yl)ethyl 4-(bis((9Z,12Z)-2-hydroxyoctadeca-9,12-dien-1-yl)amino)butanoate